6-((R)-2-((3aS,5S,6aR)-5-(2,5-difluorophenoxy)-3a-hydroxyhexahydrocyclopenta[c]pyrrol-2(1H)-yl)-1-hydroxyethyl)-3,4-dihydroquinolin-2(1H)-one FC1=C(O[C@@H]2C[C@@]3([C@@H](CN(C3)C[C@H](O)C=3C=C4CCC(NC4=CC3)=O)C2)O)C=C(C=C1)F